Cl.O1CCC(CC1)C(=O)N tetrahydro-2H-pyran-4-carboxamide, hydrochloride